(Z)-2-azido-3-(furan-2-yl)acrylic acid ethyl ester C(C)OC(/C(=C/C=1OC=CC1)/N=[N+]=[N-])=O